CCCCCCCC/C=C\CCCCCCCC(=O)OCC(CO)O Glycerol α-monooleate